dimethyl-N,N'-dibenzylthiuram disulfide CN(C(SSC(N(CC1=CC=CC=C1)C)=S)=S)CC1=CC=CC=C1